CS(C(=NC=1OC(=NN1)C1=CC(=C(C=C1)OC)F)S)C.O1CC(C1)OC1=CC=C(C=C1)CCC=O 3-(4-(oxetan-3-yloxy)phenyl)propanal Dimethyl-(5-(3-fluoro-4-methoxyphenyl)-1,3,4-oxadiazol-2-yl)carbonimidodithioate